2-(pyridine-2-yl)-2-(p-tolyl)acetonitrile N1=C(C=CC=C1)C(C#N)C1=CC=C(C=C1)C